1-(6-((4-(3-(6-(4-amino-4-methylpiperidin-1-yl)-1H-pyrazolo[3,4-b]pyrazin-3-yl)-2-chlorophenyl)piperazin-1-yl)methyl)pyridin-3-yl)dihydropyrimidine-2,4(1H,3H)-dione NC1(CCN(CC1)C1=CN=C2C(=N1)NN=C2C=2C(=C(C=CC2)N2CCN(CC2)CC2=CC=C(C=N2)N2C(NC(CC2)=O)=O)Cl)C